6-(5-(trifluoromethyl)pyridin-2-yl)-5-azaspiro[2.5]octane FC(C=1C=CC(=NC1)C1NCC2(CC2)CC1)(F)F